(1-hydroxy-2-methylpropan-2-yl)-2,6-dimethylphenol OCC(C)(C)C=1C(=C(C(=CC1)C)O)C